(1S,2S) or (1S,2R)-2-(4-(6-chloro-2-((1-cyclopropyl-5-methyl-1H-pyrazol-4-yl)amino)quinazolin-7-yl)piperidin-1-yl)cyclobutan-1-ol ClC=1C=C2C=NC(=NC2=CC1C1CCN(CC1)[C@@H]1[C@H](CC1)O)NC=1C=NN(C1C)C1CC1 |o1:17|